ClC1=C(C(=CC=C1)Cl)NC(=O)NC(CC(C)=O)=O N-((2,6-dichlorophenyl)carbamoyl)-3-oxobutanamide